BrC1=CC=C(C=C1)C1=CC=C(C2=CC=CC=C12)C1=CC=CC=C1 1-(4-bromophenyl)-4-phenylnaphthalene